N-({4-amino-1-methyl-1H-pyrazolo[4,3-c]quinolin-7-yl}methyl)-2-cyclopropyl-N-(4,4-difluoro-1,1-dioxo-3,4-dihydro-2H-1λ6-benzothiopyran-8-yl)pyrimidine-5-carboxamide NC1=NC=2C=C(C=CC2C2=C1C=NN2C)CN(C(=O)C=2C=NC(=NC2)C2CC2)C2=CC=CC=1C(CCS(C12)(=O)=O)(F)F